ClC1=C(C=C2C=NN(C2=C1)C=1C=C(C(=C(C1)O)F)F)C1CCN(CC1)S(=O)(=O)C 5-(6-Chloro-5-(1-(methylsulfonyl)piperidin-4-yl)-1H-indazol-1-yl)-2,3-difluorophenol